ClC1=C(C=C(C=C1)C1=CC(=C(C=C1)O)C(=O)N1CCNCC1)CC(C(=O)NC1=CC=C(C=C1)C1=NN=CN1C)NC(=O)C=1N(N=CC1)C N-[1-[[2-chloro-5-[4-hydroxy-3-(piperazine-1-carbonyl)phenyl]phenyl]methyl]-2-[4-(4-methyl-1,2,4-triazol-3-yl)anilino]-2-oxo-ethyl]-2-methyl-pyrazole-3-carboxamide